C(C)(C)(C)OC(CCCN(CCCC(=O)OC(CCCCCCC)CCCCCCC)S(=O)(=O)C1=CC=C(C=C1)[N+](=O)[O-])=O 1-heptyloctyl 4-[(4-tert-butoxy-4-oxo-butyl)-(4-nitrophenyl)sulfonyl-amino]butanoate